CC1C(OC(O1)=O)COC(F)(F)F 5-methyl-4-((trifluoromethoxy)methyl)-1,3-dioxolan-2-one